[9-(2-naphthalenyl)-9H-carbazol-3-yl]boronic acid C1=C(C=CC2=CC=CC=C12)N1C2=CC=CC=C2C=2C=C(C=CC12)B(O)O